CC=1C(=C(CC2CCCC(C12)C(=O)O)C)C trimethyl-hexahydronaphthalene-carboxylic acid